6-methyl-N-{5H,6H,7H,8H-pyrido[3,4-d]pyrimidin-2-yl}-5,6,7,8-tetrahydro-1,6-naphthyridin-3-amine CN1CC=2C=C(C=NC2CC1)NC=1N=CC2=C(N1)CNCC2